2-fluorophenyl (1s,5s,6s)-2-oxabicyclo[3.1.0]hexane-6-carboxylate [C@@H]12OCC[C@H]2[C@@H]1C(=O)OC1=C(C=CC=C1)F